(1aR,7bS)-5-[2-((S)-1-ethylpyrrolidin-3-yloxymethyl)-4-fluoro-benzenesulfonylamino]-1,1a,2,7b-tetrahydrocyclopropa-[c]chromene-4-carboxylic acid C(C)N1C[C@H](CC1)OCC1=C(C=CC(=C1)F)S(=O)(=O)NC1=CC=C2[C@@H]3[C@H](COC2=C1C(=O)O)C3